FC1(CCN(CC1)C1=NC2=CC(=C(C=C2C(=N1)NC1=NOC(=C1)C)OC)C#CCN1CCCC1)F N-(2-(4,4-difluoropiperidin-1-yl)-6-methoxy-7-(3-(pyrrolidin-1-yl)prop-1-yn-1-yl)quinazolin-4-yl)-5-methylisoxazol-3-amine